2-[(6-{3-azabicyclo[3.1.0]hex-3-yl}-2-methylpyridin-3-yl)methyl]-2H-1,2,3,4-tetrazole-5-carboxylic acid C12CN(CC2C1)C1=CC=C(C(=N1)C)CN1N=C(N=N1)C(=O)O